1-(2-(benzylamino)-2-oxoethyl)-1-(2-((4-methyl-2-(4-methylpiperazine-1-carbonyl)thiophen-3-yl)amino)-2-oxoethyl)azepan-1-ium C(C1=CC=CC=C1)NC(C[N+]1(CCCCCC1)CC(=O)NC1=C(SC=C1C)C(=O)N1CCN(CC1)C)=O